Cl.NC(CNC(C1=C(C=C(C=C1)NC=1C=2N(C=CN1)C(=CN2)C2=C(C(=C(C=C2)OC)F)F)CC)=O)CC N-(2-aminobutyl)-4-((3-(2,3-difluoro-4-methoxyphenyl)imidazo[1,2-a]pyrazin-8-yl)amino)-2-ethylbenzamide hydrochloride